3,5-dichloro-4-(5-(2,3-dihydroxypropoxy)-2-methyl-4-oxo-1,7-naphthyridin-1(4H)-yl)benzonitrile ClC=1C=C(C#N)C=C(C1N1C(=CC(C2=C(C=NC=C12)OCC(CO)O)=O)C)Cl